NC1=CC(=C(C=C1)C(=O)N1CCS(CC1)(=O)=O)N1CC2CCC1C2 [4-amino-2-(3-azabicyclo[2.2.1]heptan-3-yl)phenyl]-(1,1-dioxo-1,4-thiazinan-4-yl)methanone